NC=1CC(=CC2=C(N1)C=C(C=C2F)C2(CC2)C(NC=2C=NC=1CCNCC1C2)=O)C(=O)N(CCC)CCC 2-amino-6-fluoro-N,N-di-n-propyl-8-(1-((5,6,7,8-tetrahydro-1,6-naphthyridin-3-yl)carbamoyl)cyclopropyl)-3H-benzo[b]azepine-4-carboxamide